ClC1=C(C(=CC=C1)Cl)C=1N=C2C=3C=C(C=NC3C=CN2C1C(=C)C)C=1C=NN(C1)[C@@H]1CN(CC1)C(=O)OC(C)(C)C tert-Butyl (S)-3-(4-(2-(2,6-dichlorophenyl)-3-(prop-1-en-2-yl)imidazo[2,1-f][1,6]naphthyridin-9-yl)-1H-pyrazol-1-yl)pyrrolidine-1-carboxylate